(3S*,3aS*,6R*,7R*,7aS*)-7-benzyl-1-isobutyl-N-(4-(tert-butoxy)benzyl)octahydro-3aH-3,6-methanopyrrolo[3,2-b]pyridine-3a-carboxamide C(C1=CC=CC=C1)[C@H]1[C@H]2[C@]3(NC[C@@H]1C[C@H]3CN2CC(C)C)C(=O)NCC2=CC=C(C=C2)OC(C)(C)C |o1:7,8,9,12,14|